1-((3S,4R)-4-(3,4-difluorophenyl)-1-(2-methoxyethyl)pyrrolidin-3-yl)-3-(4-methyl-1'-(methylsulfonyl)-1-phenyl-1H,1'H-[3,4'-bipyrazol]-5-yl)urea FC=1C=C(C=CC1F)[C@H]1[C@@H](CN(C1)CCOC)NC(=O)NC1=C(C(=NN1C1=CC=CC=C1)C=1C=NN(C1)S(=O)(=O)C)C